C(CC)C1=NN=C(S1)N 5-propyl-1,3,4-thiadiazol-2-amine